1,2,2,2-tetrachloroethane ClCC(Cl)(Cl)Cl